N-(2-chloro-3-(3'-chloro-6-methoxy-5-(((((S)-5-oxopyrrolidin-2-yl)methyl)amino)methyl)-[2,4'-bipyridin]-2'-yl)phenyl)-5-((((S)-2-hydroxypropyl)amino)methyl)-4-methoxypicolinamide ClC1=C(C=CC=C1C1=NC=CC(=C1Cl)C1=NC(=C(C=C1)CNC[C@H]1NC(CC1)=O)OC)NC(C1=NC=C(C(=C1)OC)CNC[C@H](C)O)=O